4-oxo-2,8,11,14-tetraoxa-5-azaheptadecan-17-oic acid O=C(COC)NCCOCCOCCOCCC(=O)O